2-[3-(2-amino-4-methanesulfonyl-phenoxy)prop-1-yn-1-yl]-N-[(1S,4S)-4-{2-oxa-6-azaspiro[3.3]heptan-6-yl}cyclohexyl]-1-(2,2,2-trifluoroethyl)-1H-indol-4-amine NC1=C(OCC#CC=2N(C=3C=CC=C(C3C2)NC2CCC(CC2)N2CC3(COC3)C2)CC(F)(F)F)C=CC(=C1)S(=O)(=O)C